2-[(4-{6-[(4-chloro-2-fluorobenzyl)oxy]pyridin-2-yl}piperidin-1-yl)methyl]-1-(tetrahydro-2H-pyran-2-ylmethyl)-1H-benzimidazole-6-carboxylic acid ClC1=CC(=C(COC2=CC=CC(=N2)C2CCN(CC2)CC2=NC3=C(N2CC2OCCCC2)C=C(C=C3)C(=O)O)C=C1)F